trifluoro-2,3-dihydroxypropan FC(C(CO)O)(F)F